OC(CCCCCCCCCCCCC(=O)O)CCCCCCCCCCCCC 14-Hydroxy-heptacosanoic acid